C(CC)N propyl-amine